[K+].P(=O)([O-])([O-])OC1=C(C(=C(C=C1)C=CC1=CC=CC=C1)C=CC1=CC=CC=C1)C=CC1=CC=CC=C1.[K+] tristyrylphenol phosphate potassium salt